BrC1=C(C(=CC=C1)CBr)C 1-bromo-3-(bromomethyl)-2-methyl-benzene